2,7-dinitro-10-naphthylphenothiazine [N+](=O)([O-])C1=CC=2N(C3=CC=C(C=C3SC2C=C1)[N+](=O)[O-])C1=CC=CC2=CC=CC=C12